FC(C(=O)O)(F)F.CN(C(OC1=C(C=2C=C3C(=NC2C=C1)C1=CC2=C(C(N1C3)=O)COC([C@]2(O)CC)=O)CN2CCNCC2)=O)C2=CC=CC=C2 (S)-4-Ethyl-4-hydroxy-3,14-dioxo-10-(piperazin-1-ylmethyl)-3,4,12,14-tetrahydro-1H-pyrano[3',4':6,7]indolizino[1,2-b]quinolin-9-yl Methyl(phenyl)carbamate Trifluoroacetate Salt